FC(C=1C(=C(C=CC1)[C@@H](C#C)NC=1C=2C(N=C(N1)C)=CC(N(C2)C2(CC2)C(F)F)=O)C)F (R)-4-((1-(3-(difluoromethyl)-2-methylphenyl)prop-2-yn-1-yl)amino)-6-(1-(difluoromethyl)-cyclopropyl)-2-methylpyrido[4,3-d]pyrimidin-7(6H)-one